CC(CC(=O)NC1=CC=CC=C1)CCCC1=CC=CC=C1 3-methyl-N,6-diphenylhexanamide